ClCC1=CC=C(C=C1)S(=O)(=N)C(C)C 1-(Chloromethyl)-4-(propan-2-yl-sulfonimidoyl)benzene